C12(CC3CC(CC(C1)C3)C2)CCN2[C@@H]([C@H]([C@@H]([C@H](C2)O)O)O)C (2R,3R,4R,5S)-1-((2-adamantan-1-yl)ethyl)-2-methylpiperidine-3,4,5-triol